C(C)OCC1=C(C(=CC=C1)F)C=1C(=CC2=C(N(C(N=C2N2[C@H](CN(CC2)C(=O)OC(C)(C)C)C)=O)C=2C(=NC=CC2C)C(C)C)N1)F tert-butyl (3S)-4-(7-(2-(ethoxymethyl)-6-fluorophenyl)-6-fluoro-1-(2-isopropyl-4-methylpyridin-3-yl)-2-oxo-1,2-dihydropyrido[2,3-d]pyrimidin-4-yl)-3-methylpiperazine-1-carboxylate